O1C(CCCCCCCCCC\C=C/CC1)=O (Z)-oxacyclohexadec-13-en-2-one